4-amino-7-isopropyl-N-(4-methoxyphenyl)pyrrolo[2,1-f][1,2,4]triazine-5-carboxamide NC1=NC=NN2C1=C(C=C2C(C)C)C(=O)NC2=CC=C(C=C2)OC